monochloro-5,5-dimethylhydantoin ClN1C(=O)NC(=O)C1(C)C